S1C(=NC2=C1C=CC=C2)NC(=O)C=2C=CC=C1CCN(CC21)C2=CC=C(C(=N2)C(=O)O)C=2C=NN(C2C)CC2(CC(CCC2)(C)C)OCCOC 6-[8-(1,3-benzothiazol-2-ylcarbamoyl)-3,4-dihydroisoquinolin-2(1H)-yl]-3-(1-{[1-(2-methoxyethoxy)-3,3-dimethylcyclohexyl]methyl}-5-methyl-1H-pyrazol-4-yl)pyridine-2-carboxylic acid